C(C1=CC(=C(N)C(=C1)CC)CC)C1=CC(=C(N)C(=C1)CC)CC 4,4'-Methylenebis(2,6-diethylaniline)